2-amino-9-((2R,3R,4S,5R)-3,4-dihydroxy-5-(hydroxymethyl)tetrahydrofuran-2-yl)-1,9-dihydro-6H-purin-6-one NC=1NC(C=2N=CN(C2N1)[C@@H]1O[C@@H]([C@H]([C@H]1O)O)CO)=O